O1C(C1)C(CCCC)O oxiranyl-pentanol